4-(2-(3-Aminopyrazin-2-yl)-5-(2-ethyl-2H-1,2,3-triazol-4-yl)-3H-imidazo[4,5-b]pyridin-3-yl)benzyl acetate C(C)(=O)OCC1=CC=C(C=C1)N1C(=NC=2C1=NC(=CC2)C2=NN(N=C2)CC)C2=NC=CN=C2N